[4-[1-(1-methylazetidin-3-yl)-4-(trifluoromethyl)imidazol-2-yl]phenyl]methanol CN1CC(C1)N1C(=NC(=C1)C(F)(F)F)C1=CC=C(C=C1)CO